(2S)-octane-1,2-diol C([C@H](CCCCCC)O)O